2,2,2-Trifluoro-N-[4-[5-[2-[[(3S,5S)-5-fluoro-3-piperidyl]amino]pyrimidin-4-yl]-2-methyl-thiazol-4-yl]oxy-3-methyl-1-naphthyl]ethanesulfonamide FC(CS(=O)(=O)NC1=CC(=C(C2=CC=CC=C12)OC=1N=C(SC1C1=NC(=NC=C1)N[C@@H]1CNC[C@H](C1)F)C)C)(F)F